ClC1=C(C=CC(=C1)C(=O)N1CC(N(CC1)C1C(NC(CCC1)=O)=O)=O)CCCCCCNC(OC(C)(C)C)=O tert-Butyl N-[6-[2-chloro-4-[4-(2,7-dioxoazepan-3-yl)-3-oxopiperazine-1-carbonyl]phenyl]hexyl]carbamate